ClC1=CC=C(C=C1)NNC(=O)C=1N=C(SC1)C1=C(C=CC=C1)Cl N'-(4-chlorophenyl)-2-(2-chlorophenyl)thiazole-4-hydrazide